Cyclopentyl (2s,4E)-2-amino-5-{5-[4-carbamoyl-5-(carbamoylamino)-2-thienyl]-2-methylphenyl}pent-4-enoate N[C@H](C(=O)OC1CCCC1)C\C=C\C1=C(C=CC(=C1)C=1SC(=C(C1)C(N)=O)NC(N)=O)C